CN1N=C(C(=C1)NC(=O)C1C(CCCC1)C(C1=CC=C(C=C1)C1=NNC=C1)=O)C(=O)N 1-Methyl-4-[({2-[4-(1H-pyrazol-3-yl)benzoyl]cyclohexyl}-carbonyl)amino]-1H-pyrazole-3-carboxamide